3-((9-(2-(2,6-dioxopiperidin-3-yl)-1,3-dioxoisoindolin-5-yl)-3,9-Diazaspiro[5.5]undecan-3-yl)methyl)azetidine-1-carboxylate O=C1NC(CCC1N1C(C2=CC=C(C=C2C1=O)N1CCC2(CCN(CC2)CC2CN(C2)C(=O)[O-])CC1)=O)=O